CC1=C2C(=CNC2=CC=C1)\C=C(\C)/[N+](=O)[O-] (Z)-4-methyl-3-(2-nitroprop-1-en-1-yl)-1H-indole